N-(3,4-dimethylisoxazol-5-yl)-2'-(ethoxymethyl)-[1,1'-biphenyl]-2-sulfonamide CC1=NOC(=C1C)NS(=O)(=O)C=1C(=CC=CC1)C1=C(C=CC=C1)COCC